(3R,4R)-4-(3,4-dimethoxybenzyl)-3-(4-hydroxy-3-(methylamino)benzyl)dihydrofuran COC=1C=C(CC=2[C@H](COC2)CC2=CC(=C(C=C2)O)NC)C=CC1OC